pyrido[2,3-d]pyrimidine-6-carboxamid N1=CN=CC2=C1N=CC(=C2)C(=O)N